ClC1=CC=C(OC2=CC=C(C(=O)NC3=CC=C(C=C3)[C@@H]3CNCCO3)C=C2)C=C1 |r| (RS)-4-(4-Chlorophenoxy)-N-(4-(morpholin-2-yl)-phenyl)-benzamid